3-(2-(2-(trifluoromethyl)benzoyl)hydrazine-1-carbonyl)piperidine-1-carboxylic acid tert-butyl ester C(C)(C)(C)OC(=O)N1CC(CCC1)C(=O)NNC(C1=C(C=CC=C1)C(F)(F)F)=O